F[C@H]1[C@H](C1)C(=O)NC=1SC2=C(C=C(C=3N2N=CN3)C=3C=NC(=CC3C)[C@H](CC)O)N1 (1R,2R)-2-fluoro-N-(5-(6-((S)-1-hydroxypropyl)-4-methylpyridin-3-yl)thiazolo[4,5-e][1,2,4]triazolo[1,5-a]pyridin-2-yl)cyclopropane-1-carboxamide